C(C)S(=O)(=O)C=1C=CC(=C(C1)C=1C2=C(C(N(C1)C)=O)NC=C2)OC2CCC(CC2)=O 4-{5-(ethylsulfonyl)-2-[(4-oxocyclohexyl)oxy]phenyl}-6-methyl-1,6-dihydro-7H-pyrrolo[2,3-c]pyridin-7-one